C(C)C(CN=C=O)CCN=C=O 2-ethyltetramethylene diisocyanate